N-(8-(methylamino)-5-(1-(4-morpholinylphenyl)vinyl)-2,7-naphthyridin-3-yl)cyclopropanecarboxamide CNC=1N=CC(=C2C=C(N=CC12)NC(=O)C1CC1)C(=C)C1=CC=C(C=C1)N1CCOCC1